Phenylpropionic Acid C1=CC=C(C=C1)CCC(=O)O